tert-butyl-4-fluoro-4-[6-fluoro-2-tetrahydropyran-4-yl-3-(2-trimethylsilylethoxymethyl)imidazo[4,5-b]pyridin-7-yl]piperidine-1-carboxylate C(C)(C)(C)OC(=O)N1CCC(CC1)(C1=C2C(=NC=C1F)N(C(=N2)C2CCOCC2)COCC[Si](C)(C)C)F